BrC1=NN(C2=C1N=C(N=C2N[C@H](CCO)CCC)NC(=O)OC)CC2=C(C=C(C(=O)OC)C=C2)OC(F)F methyl (S)-4-((3-bromo-7-((1-hydroxyhexan-3-yl)amino)-5-((methoxycarbonyl)amino)-1H-pyrazolo[4,3-d]pyrimidin-1-yl)methyl)-3-(difluoromethoxy)benzoate